BrC1=NC(=CC=C1NC(C)C=1C=2C3=C(N(C(C2C=C(C1)C)=O)CC(F)F)N(N=C3)CCO)Cl 9-[1-[(2-bromo-6-chloro-3-pyridinyl)amino]ethyl]-4-(2,2-difluoroethyl)-3-(2-hydroxyethyl)-7-methyl-pyrazolo[3,4-c]isoquinolin-5-one